1-(Isoquinolin-7-ylmethyl)-N-(3-(4-methyl-1H-imidazol-1-yl)-5-(trifluoromethyl)phenyl)indolin-6-carboxamid C1=NC=CC2=CC=C(C=C12)CN1CCC2=CC=C(C=C12)C(=O)NC1=CC(=CC(=C1)C(F)(F)F)N1C=NC(=C1)C